FC(OC=1C=C(O[C@@H](CO)CCO)C=CC1)(F)F (2R)-2-[3-(trifluoromethoxy)phenoxy]butane-1,4-diol